(±)-Lysine N[C@@H](CCCCN)C(=O)O |r|